ortho-cresyl para-toluenesulfonate CC1=CC=C(C=C1)S(=O)(=O)OC1=C(C=CC=C1)C